(±)-3-ethoxy-4-oxopiperidine-1-carboxylic acid tert-butyl ester C(C)(C)(C)OC(=O)N1C[C@H](C(CC1)=O)OCC |r|